di(aziridine-1-yl)phosphinic acid N1(CC1)P(O)(=O)N1CC1